COC1=CC=CC(=C1C1=C(C=CC=C1OC)P(C1=CC(=CC(=C1)C(C)(C)C)C(C)(C)C)C1=CC(=CC(=C1)C(C)(C)C)C(C)(C)C)P(C1=CC(=CC(=C1)C(C)(C)C)C(C)(C)C)C1=CC(=CC(=C1)C(C)(C)C)C(C)(C)C (6,6'-dimethoxybiphenyl-2,2'-diyl)bis[bis(3,5-di-tert-butylphenyl)phosphine]